COC1=CC=C(CNC2=NC=CC=C2C2=NC=NC=C2)C=C1 N-(4-methoxybenzyl)-3-(pyrimidin-4-yl)pyridin-2-amine